S1C(=CC=C1)C=1NC2=CC=CC=C2C1 Thiophenylindole